5-bromo-6-methyl-2-oxo-1,2-dihydropyridine-3-carbonitrile BrC=1C=C(C(NC1C)=O)C#N